sulfur, sodium salt [Na].[S]